methyl 2-methyl-5-sulfamoylfuran-3-carboxylate CC=1OC(=CC1C(=O)OC)S(N)(=O)=O